[N].C(C)NC(C1=CN=CC=C1)=O N-ethyl-nicotinamide nitrogen